N-(6-(2-fluoroprop-2-yl)pyridin-2-yl)-1,1-diphenylmethanimine FC(C)(C)C1=CC=CC(=N1)N=C(C1=CC=CC=C1)C1=CC=CC=C1